ClC1=CC=C(C=C1)S(=O)(=O)C1=CC=C(C=C1)S(=O)(=O)C1=CC=C(C=C1)Cl 1,4-bis(4-chlorophenylsulfonyl)benzene